C(#N)C=1C=NN2C1C(=NC(=C2)C=2C=NN(C2)C)O[C@H]2CCN(CCC2)C(=O)OC(C)(C)C tert-butyl (4R)-4-[3-cyano-6-(1-methylpyrazol-4-yl)pyrazolo[1,5-a]pyrazin-4-yl]oxyazepane-1-carboxylate